OC(C)(C)C1=NN(C=C1)C=1C=C(C#N)C=CC1 3-(3-(2-hydroxypropan-2-yl)-1H-pyrazol-1-yl)benzonitrile